N-2-thienylcarbonylsulfonamide S1C(=CC=C1)C(=O)NS(=O)=O